C(C)OC(=C)C1=C2C=C(C(NC2=CC(=C1)C)=O)C1=CC=C(C=C1)N1CCN(CC1)C 5-(1-ethoxyvinyl)-7-methyl-3-(4-(4-methylpiperazin-1-yl)phenyl)quinolin-2(1H)-one